isopropyl (trans-4-(5-(2-(N-(tert-butyl)sulfamoyl)-4-(3,6-dimethoxypyridazin-4-yl)phenyl)thiazol-2-yl)cyclohexyl)carbamate C(C)(C)(C)NS(=O)(=O)C1=C(C=CC(=C1)C1=C(N=NC(=C1)OC)OC)C1=CN=C(S1)[C@@H]1CC[C@H](CC1)NC(OC(C)C)=O